C(C)(C)(C)OC(=O)N1CC=2N(N=C(C2C1)C)C=1C=NC(=CC1)C(=O)OC 1-(6-(methoxycarbonyl)pyridin-3-yl)-3-methyl-4,6-dihydropyrrolo[3,4-c]pyrazole-5(1H)-carboxylic acid tert-butyl ester